C1(CCC1)C=1C(=NN(C1C1CC(C1)(F)F)C)NC(=O)NCC(F)F 1-(4-cyclobutyl-5-(3,3-difluorocyclobutyl)-1-methyl-1H-pyrazol-3-yl)-3-(2,2-difluoroethyl)urea